NC1=C(C2=CN(N=C2C(=C1F)Br)C)C(=O)OC Methyl 5-amino-7-bromo-6-fluoro-2-methyl-2H-indazole-4-carboxylate